C(\C=C/C(=O)OCCCC)(=O)O[Si](C)(C)CCCC n-butyldimethylsilyl (n-butyl) maleate